6-chlorobenzo[d][1,3]dioxanpentanol tert-butyl-3-(1-(4-chloro-3-methyl-7-phenyl-1H-indazol-6-yl)ethylcarbamoyl)pyrazolo[1,5-a]pyrimidin-2-ylcarbamate C(C)(C)(C)N(C(=O)OCCCCCC1OCC2=C(O1)C=CC(=C2)Cl)C2=NN1C(N=CC=C1)=C2C(NC(C)C2=CC(=C1C(=NNC1=C2C2=CC=CC=C2)C)Cl)=O